N-(4-fluorophenyl)-7-(3,3,3-trifluoro-2,2-dihydroxypropanamido)heptanamide FC1=CC=C(C=C1)NC(CCCCCCNC(C(C(F)(F)F)(O)O)=O)=O